C(C)[C@]1(C2=C(NC=3N=CC=CC13)CC(CC2=O)(C)C)C2=CC(=CC=C2)C2=C(C=NC=C2)C (S)-5-ethyl-8,8-dimethyl-5-(3-(3-methylpyridin-4-yl)phenyl)-5,8,9,10-tetrahydrobenzo[b][1,8]naphthyridin-6(7H)-one